3-((4-(5-(chlorodifluoromethyl)-1,2,4-oxadiazol-3-yl)benzyl)(methyl)amino)-4-((isoxazol-4-ylmethyl)amino)cyclobut-3-ene-1,2-dione ClC(C1=NC(=NO1)C1=CC=C(CN(C=2C(C(C2NCC=2C=NOC2)=O)=O)C)C=C1)(F)F